Cl.C(C=C)C(CC=C)N diallylmethylamine hydroChloride